1-(7-(8-ethynyl-7-fluoro-3-hydroxynaphthalen-1-yl)-8-fluoro-2-((1-(morpholinomethyl)cyclopropyl)methoxy)-6-nitroquinazolin-4-yl)-3-methylpiperidin-3-ol C(#C)C=1C(=CC=C2C=C(C=C(C12)C1=C(C=C2C(=NC(=NC2=C1F)OCC1(CC1)CN1CCOCC1)N1CC(CCC1)(O)C)[N+](=O)[O-])O)F